2,5-dichloro-N-cyclopropyl-7-((2-(trimethylsilyl)ethoxy)methyl)-7H-pyrrolo[2,3-d]pyrimidin-4-amine ClC=1N=C(C2=C(N1)N(C=C2Cl)COCC[Si](C)(C)C)NC2CC2